ClC=1C=C2C(=NNC2=CC1OCCOC)C1=CC(=NO1)C1=CC=C(C(=O)O)C=C1 4-{5-[5-Chloro-6-(2-methoxyethoxy)-1H-indazol-3-yl]-1,2-oxazol-3-yl}benzoic acid